C(C)(C)(C)OC(=O)N1CCC(CC1)(C(=O)O)CC=1C=NC=C(C1)F rac-1-tert-Butoxycarbonyl-4-[(5-fluoro-3-pyridyl)methyl]piperidine-4-carboxylic acid